5-((4'-((trifluoromethyl)thio)-[1,1'-biphenyl]-4-yl)thio)-1H-1,2,3-triazole-4-carboxylic acid FC(SC1=CC=C(C=C1)C1=CC=C(C=C1)SC1=C(N=NN1)C(=O)O)(F)F